ClC=1C(=C(C=CC1)C1=CC(=NC(=N1)N)C=1N=NN(C1)CC1=NC(=CC=C1)COC)OC 6-(3-chloro-2-methoxyphenyl)-4-(1-{[6-(methoxymethyl)-2-pyridinyl]methyl}-1H-1,2,3-triazol-4-yl)-2-pyrimidinylamine